C1(CCCCC1)NC(OC1=CC(=C(C=C1)OC)C=1C=NC=C(C1)C=1OC=CC1)=O 3-(5-(furan-2-yl)pyridin-3-yl)-4-methoxyphenyl cyclohexylcarbamate